N-(cyclopropylmethyl)-N-[1-[3-(triazol-2-yl)pyrazin-2-yl]ethyl]-3,5-bis(trifluoromethyl)benzamide C1(CC1)CN(C(C1=CC(=CC(=C1)C(F)(F)F)C(F)(F)F)=O)C(C)C1=NC=CN=C1N1N=CC=N1